3-(4-methyl-1H-imidazolyl)-5-trifluoromethylaniline CC=1N=CN(C1)C=1C=C(N)C=C(C1)C(F)(F)F